ClC1=C2C(=NC=C1C=1C=C(C=CC1)N1C(CN(CC1)C(=O)OC1CCNCC1)=O)NC=C2C2CC2 piperidin-4-yl 4-(3-(4-chloro-3-cyclopropyl-1H-pyrrolo[2,3-b]pyridin-5-yl) phenyl)-3-oxopiperazine-1-carboxylate